1-((2-(2'-fluoro-2-methyl-3'-(3-morpholinopropoxy)-[1,1'-biphenyl]-3-yl)-6-methoxybenzo[d]oxazol-5-yl)methyl)piperidine-2-acetic acid FC1=C(C=CC=C1OCCCN1CCOCC1)C1=C(C(=CC=C1)C=1OC2=C(N1)C=C(C(=C2)OC)CN2C(CCCC2)CC(=O)O)C